N-(1-benzyl-3-(tert-butyl)-1H-pyrazol-5-yl)-6-(imidazo[1,2-a]pyridine-3-carbonyl)-4,5,6,7-tetrahydrothieno[2,3-c]pyridine-3-carboxamide C(C1=CC=CC=C1)N1N=C(C=C1NC(=O)C1=CSC=2CN(CCC21)C(=O)C2=CN=C1N2C=CC=C1)C(C)(C)C